ClC1=NC=CC(=N1)C1=CC(=C(CNC(=O)N2CC(C2)OC(C)C)C=C1)C N-(4-(2-chloropyrimidin-4-yl)-2-methylbenzyl)-3-isopropoxy-azetidine-1-carboxamide